2,2-difluoro-N-(6-iodobenzo[d][1,3]dioxol-5-yl)acetamide FC(C(=O)NC1=CC2=C(OCO2)C=C1I)F